NC=1N=NC(=CC1C1=NC=CC(=C1)C=1CCN(CC1)C(=O)OC(C)(C)C)Cl tert-butyl 4-[2-(3-amino-6-chloro-pyridazin-4-yl)-4-pyridyl]-3,6-dihydro-2H-pyridine-1-carboxylate